(1S,4r)-4-(2-((S)-1-(3,4-difluorophenyl)-6-oxopiperidin-2-yl)-5-(3,5-dimethylisoxazol-4-yl)-1H-benzo[d]imidazol-1-yl)-N-propylcyclohexanecarboxamide FC=1C=C(C=CC1F)N1[C@@H](CCCC1=O)C1=NC2=C(N1C1CCC(CC1)C(=O)NCCC)C=CC(=C2)C=2C(=NOC2C)C